2-(1H-imidazol-4-yl)piperazine N1C=NC(=C1)C1NCCNC1